8-fluoro-2-trifluoromethyl-2H-benzopyran-3-carboxylate FC1=CC=CC=2C=C(C(OC21)C(F)(F)F)C(=O)[O-]